8-chloro-[1,2,4]triazolo[1,5-a]pyrazine ClC=1C=2N(C=CN1)N=CN2